CC1(CCCCC1)C(C(C#N)C#N)C1=CC=CC=C1 2-((1-methylcyclohexyl)(phenyl)methyl)malononitrile